N-(2-cyanoethyl)-5-(4-((3-ethyl-9-fluoro-2-oxo-2,3-dihydro-1H-pyrimido[4,5,6-de]quinazolin-8-yl)methyl)piperazin-1-yl)-6-methylpicolinamide C(#N)CCNC(C1=NC(=C(C=C1)N1CCN(CC1)CC1=CC=2C3=C(N(C(NC3=C1F)=O)CC)N=CN2)C)=O